(4-(5-chloro-2-(4-fluoro-2-methylphenoxy)benzamido)-2-oxopyridin-1(2H)-yl)methyl dihydrogen phosphate P(=O)(OCN1C(C=C(C=C1)NC(C1=C(C=CC(=C1)Cl)OC1=C(C=C(C=C1)F)C)=O)=O)(O)O